The molecule is an organosulfonate oxoanion that is the conjugate base of pyrocatechol sulfate, obtained by deprotonation of the sulfo group; major species at pH 7.3. It has a role as a xenobiotic. It is a conjugate base of a pyrocatechol sulfate. C1=CC=C(C(=C1)O)OS(=O)(=O)[O-]